C(C)(C)(C)OC(=O)N1C(=CC2=CC=C(C=C12)Br)CO 6-bromo-2-(hydroxymethyl)-1H-indole-1-carboxylic acid tert-butyl ester